tertbutyl (3s)-3-[6-(2-cyano-3,6-difluoro-phenoxy)-4-oxo-quinazolin-3-yl]-8-azaspiro[4.5]decane-8-carboxylate C(#N)C1=C(OC=2C=C3C(N(C=NC3=CC2)[C@H]2CCC3(C2)CCN(CC3)C(=O)OC(C)(C)C)=O)C(=CC=C1F)F